COC1=CC=C(C(=O)NC=2C=3N=CN([C@H]4[C@H](O)[C@H](O)[C@@H](CO)O4)C3N=CN2)C=C1 N6-(4-methoxybenzoyl)adenosine